5-fluoro-4-iodo-6-methylpyridine-2-carbonitrile FC=1C(=CC(=NC1C)C#N)I